C[C@](N)(CC(N)=O)C(=O)O α-methylasparagine